6-benzyl-3-(3-fluorobenzyl)-2,3,4,6-tetrahydropyrido[3,4-c][1,8]naphthyridine-5(1H)-one C(C1=CC=CC=C1)N1C(C2=C(C=3C=CC=NC13)CCN(C2)CC2=CC(=CC=C2)F)=O